2-{6-[(azetidin-3-yl)methyl]-4-methylpyrrolo[1,2-a]pyrazin-8-yl}-N-(2,2-difluoroethyl)-5-fluoro-N-(isopropyl)benzamide N1CC(C1)CC1=CC(=C2N1C(=CN=C2)C)C2=C(C(=O)N(C(C)C)CC(F)F)C=C(C=C2)F